3-HYDROXYQUINOLINE-5-BORONIC ACID OC=1C=NC=2C=CC=C(C2C1)B(O)O